(2R)-2-methyl-5-(5-(trifluoromethyl)pyridin-2-yl)morpholine hydrochloride Cl.C[C@@H]1CNC(CO1)C1=NC=C(C=C1)C(F)(F)F